ClC1=C(C=C(C=C1)C1=NC(=NC=C1)NC(=O)[C@@H]1CC[C@H](CO1)NC(OC(C)(C)C)=O)F tert-butyl ((3R,6S)-6-((4-(4-chloro-3-fluorophenyl)pyrimidin-2-yl)carbamoyl)tetrahydro-2H-pyran-3-yl)carbamate